NC1=CC=CC(=N1)S(=O)(=O)NC(=O)C=1C(=NC(=CC1)C1=CC(=C(C=C1)C)O)OC1=C(C=C(C=C1C)C)C N-[(6-Amino-2-pyridyl)sulfonyl]-6-(3-hydroxy-4-methylphenyl)-2-(2,4,6-trimethylphenoxy)pyridin-3-carboxamid